(R)-4-((2-(((6-(difluoromethyl)pyridin-2-yl)(1-methylcyclopentyl)methyl)amino)-3,4-dioxocyclobut-1-en-1-yl)amino)-3-hydroxy-N,N-dimethylpicolinamide FC(C1=CC=CC(=N1)[C@@H](C1(CCCC1)C)NC1=C(C(C1=O)=O)NC1=C(C(=NC=C1)C(=O)N(C)C)O)F